6-(4-methoxypyridin-3-yl)-4-methyl-1-(6'-methyl-4-((2R,3S)-2-methyl-3-((methylsulfonyl)methyl)azetidin-1-yl)-[2,2'-bipyridin]-6-yl)-1H-pyrazolo[4,3-c]pyridine COC1=C(C=NC=C1)C1=CC2=C(C(=N1)C)C=NN2C2=CC(=CC(=N2)C2=NC(=CC=C2)C)N2[C@@H]([C@H](C2)CS(=O)(=O)C)C